ClC1=CC=C(C=C1)S(=O)(=O)ON=C(C1=CC=CC=C1)C#N (p-chlorobenzenesulfonyloxyimino)-benzyl cyanide